N-(1-(4-bromophenyl)ethyl)-4-(trifluoromethyl)pyridin-2-amine BrC1=CC=C(C=C1)C(C)NC1=NC=CC(=C1)C(F)(F)F